[C@H]12OC[C@H](N(C1)C1CCN(CC1)C1=C(C=C(C(=C1)OC)NC1=NC=NC(=C1)N1OCC[C@H]1CC=1C=NC=CC1)NC(C=C)=O)C2 N-(2-(4-((1R,4R)-2-oxa-5-azabicyclo[2.2.1]heptane-5-yl)piperidine-1-yl)-4-methoxy-5-((6-((R)-3-(pyridine-3-ylmethyl)isoxazolidine-2-yl)pyrimidine-4-yl)amino)phenyl)acrylamide